3-methacryloyl-Oxypropylmethyldiethoxysilane C(C(=C)C)(=O)OCCC[Si](OCC)(OCC)C